3-(4-[4-({4-[2-(2,6-dioxopiperidin-3-yl)-1-oxo-2,3-dihydro-1H-isoindol-5-yl]piperazin-1-yl}methyl)piperidin-1-yl]phenyl)-4-oxo-3,4-dihydroquinazolin O=C1NC(CCC1N1C(C2=CC=C(C=C2C1)N1CCN(CC1)CC1CCN(CC1)C1=CC=C(C=C1)N1C=NC2=CC=CC=C2C1=O)=O)=O